4-(cyclopropylmethoxy)-2,6-difluorobenzaldehyde C1(CC1)COC1=CC(=C(C=O)C(=C1)F)F